C(\C=C/C(=O)O)(=S)O thiomaleic acid